ClC=1C=C(C=CC1OC)NC1=NC=C(C(=N1)NC1CCNCC1)C=1C=NN(C1)C N2-(3-chloro-4-methoxyphenyl)-5-(1-methyl-1H-pyrazol-4-yl)-N4-(piperidin-4-yl)pyrimidine-2,4-diamine